C(C)(C)(C)OC(=O)N1CCC(=CC1)C1=NC2=C(C(=CN=C2C=C1)F)NC1=CC(=C(C=C1)OC1=CC=2N(C=C1)N=CN2)C 4-(8-((4-([1,2,4]triazolo[1,5-a]pyridin-7-yloxy)-3-methylphenyl)amino)-7-fluoro-1,5-naphthyridin-2-yl)-3,6-dihydropyridine-1(2H)-carboxylic acid tert-butyl ester